C(C=C)(=O)SC(CSC=1SC(=NN1)SCC)CC 2-acryloylthio-n-butylthio-5-ethylthio-1,3,4-thiadiazole